FC1(OC2=C(O1)C=CC(=C2)[C@@H](C)OC2=NC=CC(=C2)N2N=C(C=1CCCC(C21)OC21CC(C2)(C1)C(=O)OC)C(F)(F)F)F methyl 3-[[1-[2-[(1R)-1-(2,2-difluoro-1,3-benzodioxol-5-yl)ethoxy]-4-pyridyl]-3-(trifluoromethyl)-4,5,6,7-tetrahydroindazol-7-yl]oxy]bicyclo[1.1.1]pentane-1-carboxylate